(R)-2-(2,4-difluorophenyl)-1-(((2-(4-fluorophenyl)-3-(pyridin-4-yl)pyrazolo[1,5-a]pyridin-6-yl)methyl)amino)-3-(1H-1,2,4-triazol-1-yl)propan-2-ol FC1=C(C=CC(=C1)F)[C@@](CNCC=1C=CC=2N(C1)N=C(C2C2=CC=NC=C2)C2=CC=C(C=C2)F)(CN2N=CN=C2)O